2-((4'-chloro-3-(1-(pyridin-3-ylmethyl)-1H-pyrazol-3-yl)-[1,1'-biphenyl]-4-yl)amino)-N-methylethane-1-sulfonamide ClC1=CC=C(C=C1)C1=CC(=C(C=C1)NCCS(=O)(=O)NC)C1=NN(C=C1)CC=1C=NC=CC1